C(C)N1CCCCC12CN(CCC2)C2=C1C(=NC=C2)NC=C1C=1SC=CN1 2-[4-(1-ethyl-1,8-diazaspiro[5.5]undecan-8-yl)-1H-pyrrolo[2,3-b]pyridin-3-yl]thiazole